ClC1=C(C=CC=C1NC(=O)C=1N(C2=C(CN(CC2)CC)N1)C)C1=C(C(=CC=C1)NC(=O)C1=NC=C(C(=C1)COC)CO)C N-(2-chloro-3'-(5-(hydroxymethyl)-4-methoxymethylpyridinoylamino)-2'-methyl-[1,1'-biphenyl]-3-yl)-5-ethyl-1-methyl-4,5,6,7-tetrahydro-1H-imidazo[4,5-c]pyridine-2-carboxamide